Cl.N[C@@H]1CN(CC[C@H]1C)C1=CC(=NC=C1C=1C=NN(C1)C(F)F)NC1=NC(=NC=C1)C1=C(C=CC=C1OC)F N-(4-((3S,4R)-3-amino-4-methylpiperidin-1-yl)-5-(1-(difluoromethyl)-1H-pyrazol-4-yl)pyridin-2-yl)-2-(2-fluoro-6-methoxyphenyl)pyrimidin-4-amine hydrochloride